bis{4-(naphthalen-1-yl)phenyl}-(1,1':2',1'':2'',1''':4''',1''''-quinquephenyl-4''-yl)amine C1(=CC=CC2=CC=CC=C12)C1=CC=C(C=C1)N(C=1C=C(C(=CC1)C=1C(=CC=CC1)C1=CC=CC=C1)C1=CC=C(C=C1)C1=CC=CC=C1)C1=CC=C(C=C1)C1=CC=CC2=CC=CC=C12